2-fluoro-N-[3-(2-isopropylphenyl)-1-methyl-6-oxo-1,6-dihydro-4-pyridazinyl]-6-methoxy-3-(trifluoromethyl)benzamide FC1=C(C(=O)NC=2C(=NN(C(C2)=O)C)C2=C(C=CC=C2)C(C)C)C(=CC=C1C(F)(F)F)OC